cis-6-((3-(2H-1,2,3-triazol-2-yl)-4-(trifluoromethyl)phenyl)carbamoyl)-3-methyl-6-azabicyclo[3.1.1]heptane-1-carboxylic acid N=1N(N=CC1)C=1C=C(C=CC1C(F)(F)F)NC(=O)N1C2CC(CC1(C2)C(=O)O)C